C(C)(C)(C)C1=NC=C(C(=N1)OC1CC(C1)(F)F)C(=O)N[C@@H](C)\C=C\S(=O)(=O)C (S,E)-2-(tert-butyl)-4-(3,3-difluorocyclobutoxy)-N-(4-(methylsulfonyl)but-3-en-2-yl)pyrimidine-5-carboxamide